C(#N)C=1C=C(C=CC1)C=1N=C(SC1C1=CC(=NC(=C1)C)C)NC(=O)N1CC2(CC1)OCCN(C2)C(=O)OC(C)(C)C tert-Butyl 2-[[4-(3-cyanophenyl)-5-(2,6-dimethyl-4-pyridyl)thiazol-2-yl]carbamoyl]-6-oxa-2,9-diazaspiro[4.5]decane-9-carboxylate